2-benzyl-4-(3-chloro-4-fluorophenylamino)-7-(2-methyltetrazol-5-yl)pyrimido[4,5]indoline C(C1=CC=CC=C1)C1NC2=C3C(=CC(=C2C1)NC1=CC(=C(C=C1)F)Cl)N=C(N=C3)C=3N=NN(N3)C